CC1=NC=CC=C1CN methyl-3-aminomethylpyridine